ClCC=1C=CC(NC1)=O 5-(chloromethyl)pyridin-2(1H)-one